FC([C@H](C)OC1=CC=2N(C=C1C(=O)O)C=C(N2)C21COC(C2)(C1)C)F (S)-7-((1,1-difluoropropan-2-yl)oxy)-2-(1-methyl-2-oxabicyclo[2.1.1]hexan-4-yl)imidazo[1,2-a]pyridine-6-carboxylic acid